trans-4-[(5-fluorobenzimidazol-1-yl)methyl]cyclohexanecarboxylic acid FC1=CC2=C(N(C=N2)C[C@@H]2CC[C@H](CC2)C(=O)O)C=C1